NC1=C2N=CN(C2=NC(=N1)F)[C@H]1C[C@@H]([C@@](O1)(C=O)CO[Si](C1=CC=CC=C1)(C1=CC=CC=C1)C(C)(C)C)O[Si](C)(C)C(C)(C)C (2R,3S,5R)-5-(6-amino-2-fluoropurin-9-yl)-3-[(tert-butyldimethylsilyl)oxy]-2-([(tert-butyldiphenylsilyl)oxy]methyl)oxolane-2-carbaldehyde